5-(2,1,3-Benzoxadiazole-4-sulfonyl)-N-[(1R)-1-phenylethyl]-1H,2H,3H,4H,5H,6H-pyrrolo[3,4-c]pyrrole-2-carboxamide N=1ON=C2C1C=CC=C2S(=O)(=O)N2CC1=C(C2)CN(C1)C(=O)N[C@H](C)C1=CC=CC=C1